CO[Si](CCC(F)(F)F)(OC)OC Trimethoxy(3,3,3-trifluoropropylsilane)